CN1C(C(NC(C=2C=CC3=C(CC4(C(NC=5N=CC(CCCOCCOCC1)=CC45)=O)C3)C2)=O)CC=2C=C3C=NNC3=C(C2)C)=O 12-methyl-10-[(7-methyl-1H-indazol-5-yl)methyl]-15,18-dioxa-9,12,24,26-tetrazapentacyclo[20.5.2.11,4.13,7.025,28]hentriaconta-3,5,7(30),22(29),23,25(28)-hexaene-8,11,27-trione